(2S)-N-{(2S,3S)-2-[(3'-fluoro[1,1'-biphenyl]-3-yl)methyl]pyrrolidin-3-yl}oxolane-2-carboxamide FC=1C=C(C=CC1)C1=CC(=CC=C1)C[C@@H]1NCC[C@@H]1NC(=O)[C@H]1OCCC1